C(CCCCCCC)ON1C(C(CCC1(C)C)C(C(=O)[O-])(CCCCCCCC(=O)[O-])C1C(N(C(CC1)(C)C)OCCCCCCCC)(C)C)(C)C bis(1-octyloxy-2,2,6,6-tetramethylpiperidyl)sebacate